NC1CN(C2=CC=CC=C12)C(=O)OC(C)(C)C tert-butyl 3-aminoindoline-1-carboxylate